5-[(5-Methoxypyridin-2-yl)methoxy]-2-(pyrimidin-5-yl)-1,3-benzoxazole COC=1C=CC(=NC1)COC=1C=CC2=C(N=C(O2)C=2C=NC=NC2)C1